O=C1N(CCC(N1)=O)C1=NOC2=C1C=C(C=C2)CN2CC(N(CC2)C(=O)OC(C)(C)C)(C)C tert-butyl 4-((3-(2,4-dioxotetrahydropyrimidin-1(2H)-yl)benzo[d]isoxazol-5-yl)methyl)-2,2-dimethylpiperazine-1-carboxylate